α-methylphenylglycine CC(N)(C1=CC=CC=C1)C(=O)O